(3-fluoropropyl) (2,2-difluoroethyl) sulfate S(=O)(=O)(OCCCF)OCC(F)F